C(C)(C)C1=C(C(=CC(=C1)C1=C(C=CC=C1)C(F)(F)F)C(C)C)C1=C(C(=CC=C1OC)OC)I 2,6-diisopropyl-4-(2-trifluoromethylphenyl)-2'-iodo-3',6'-dimethoxybiphenyl